zirconium porphyrinOne C12C(C=C(N1)C=C1C=CC(=N1)C=C1C=CC(N1)=CC=1C=CC(N1)=C2)=O.[Zr]